(1R,2S,3R,5R)-3-(2-amino-4-methyl-7H-pyrrolo[2,3-d]pyrimidin-7-yl)-5-[(R)-(3,4-difluorophenyl)(hydroxy)methyl]cyclopentane-1,2-diol NC=1N=C(C2=C(N1)N(C=C2)[C@H]2[C@@H]([C@@H]([C@H](C2)[C@@H](O)C2=CC(=C(C=C2)F)F)O)O)C